tert-butyl ((1r,3r)-3-(3,4-difluoro-5-methylphenoxy)cyclobutyl)carbamate FC=1C=C(OC2CC(C2)NC(OC(C)(C)C)=O)C=C(C1F)C